C(C(=C)CC(=O)O)(=O)O.C(=CCCC)O monopentenol itaconate